FC1=C(C(=C(C(=C1[B-](C1=C(C(=C(C(=C1F)F)F)F)F)(C1=C(C(=C(C(=C1F)F)F)F)F)C1=C(C(=C(C(=C1F)F)F)F)F)F)F)F)F.C[NH+](C1=CC=CC=C1)C dimethyl-anilinium tetrakis(pentafluorophenyl)borate